N1(CN(CN(C1)C(CNC(CCl)=O)=O)C(CNC(CCl)=O)=O)C(CNC(CCl)=O)=O N,N',N''-((1,3,5-Triazinane-1,3,5-triyl)tris(2-oxoethane-2,1-diyl))tris(2-chloroacetamide)